NC1=CC=C(C=N1)C(O)CC 6-amino-α-ethyl-3-pyridinemethanol